(2E)-3-[4-(benzyloxy)-3-methoxyphenyl]-2-propenoic acid methyl ester COC(\C=C\C1=CC(=C(C=C1)OCC1=CC=CC=C1)OC)=O